1-amino-2-(1-(pent-2-enoyl)pyrrolidin-2-yl)-4-(4-(pyridin-2-ylcarbamoyl)phenyl)-1H-imidazole-5-carboxamide NN1C(=NC(=C1C(=O)N)C1=CC=C(C=C1)C(NC1=NC=CC=C1)=O)C1N(CCC1)C(C=CCC)=O